C1(CCCC1)N1C(=CC2=C1N=C(N=C2)NC2=NC=C(C=C2)N2CCN(CC2)C(CCCCCCCCCCCCC)=O)C(=O)N(C)C 7-cyclopentyl-N,N-dimethyl-2-[[5-(4-tetradecanoylpiperazin-1-yl)-2-pyridyl]amino]pyrrolo[2,3-d]pyrimidine-6-carboxamide